p-chloromethylbromostyrene ClCC1=CC=C(C=CBr)C=C1